C1(CCCC1)C=1C=C(C(=NC1)NC(C1=C(C=CC(=C1)[N+](=O)[O-])SC1=NN=NN1CC[N+]#[C-])=O)F N-(5-cyclopentyl-3-fluoropyridin-2-yl)-2-{[1-(2-isocyanoethyl)-1H-1,2,3,4-tetrazol-5-yl]sulfanyl}-5-nitrobenzamide